(1S,3S)-3-((6-(5-fluoro-3-(((4-isopropylpyrimidin-2-yl)amino)methyl)thiophen-2-yl)-2-methylpyridin-3-yl)oxy)cyclohexanecarboxylic acid FC1=CC(=C(S1)C1=CC=C(C(=N1)C)O[C@@H]1C[C@H](CCC1)C(=O)O)CNC1=NC=CC(=N1)C(C)C